N-((1H-indazol-3-yl)methyl)-5-methoxy-7-(5-methoxypyridin-3-yl)-N-(3-(methylamino)-3-oxopropyl)benzo[b]thiophene-2-carboxamide N1N=C(C2=CC=CC=C12)CN(C(=O)C1=CC2=C(S1)C(=CC(=C2)OC)C=2C=NC=C(C2)OC)CCC(=O)NC